benzo[d]isothiazole-5-carboxylate 1-oxide S1(N=CC2=C1C=CC(=C2)C(=O)[O-])=O